tert-butyl 2-[1-(2-hydroxy-7-methyl-4-oxo-pyrido[1,2-a]pyrimidin-9-yl)ethylamino]benzoate OC=1N=C2N(C(C1)=O)C=C(C=C2C(C)NC2=C(C(=O)OC(C)(C)C)C=CC=C2)C